1-[5-(Pyridine-2-sulfonyl)-1H,2H,3H,4H,5H,6H-pyrrolo[3,4-c]pyrrole-2-carbonyl]cyclopropan-1-ol N1=C(C=CC=C1)S(=O)(=O)N1CC2=C(C1)CN(C2)C(=O)C2(CC2)O